(2-Fluorotetrahydro-1H-pyrrolizin-7a(5H)-yl-5,5-d2)methan-d2-ol FC1CC2(CCC(N2C1)([2H])[2H])C(O)([2H])[2H]